3-(bromomethyl)-5-chlorobenzo[b]thiophene BrCC=1C2=C(SC1)C=CC(=C2)Cl